ClC=1C=C(C=C(C1C(F)(F)F)Cl)C=1C=CC=C2C(=C(C=NC12)C(=O)NN1CCOC2=C1C=CC=C2)N2CCOCC2 8-[3,5-dichloro-4-(trifluoromethyl)phenyl]-N-(2,3-dihydro-1,4-benzoxazin-4-yl)-4-morpholino-quinoline-3-carboxamide